C1(CC1)C1=CC(=C(C(=C1)C)C1=CC(=C(C(=C1)C)F)[C@H](CC(=O)O)NC(C(CC(C)C)N1C(C(=C(C(=C1)CCN(C)C)C)F)=O)=O)C (3S)-3-(4'-cyclopropyl-4-fluoro-2',5,6'-trimethyl-[1,1'-biphenyl]-3-yl)-3-(2-(5-(2-(dimethylamino)ethyl)-3-fluoro-4-methyl-2-oxopyridin-1(2H)-yl)-4-methylpentanamido)propanoic acid